(2R,4r,6S)-tert-butyl-4-(3-((trans)-4-(dibenzylamino) cyclohexyl) propoxy)-2,6-dimethylpiperidin-1-carboxylate C(C)(C)(C)OC(=O)N1[C@@H](CC(C[C@@H]1C)OCCC[C@@H]1CC[C@H](CC1)N(CC1=CC=CC=C1)CC1=CC=CC=C1)C